tert-butyl (3R,4R)-3-(4-aminophenyl)-4-fluoropyrrolidine-1-carboxylate NC1=CC=C(C=C1)[C@@H]1CN(C[C@@H]1F)C(=O)OC(C)(C)C